Nitrilotris(ethane-2,1-diyl) tris(2-methylacrylate) CC(C(=O)OCCN(CCOC(C(=C)C)=O)CCOC(C(=C)C)=O)=C